C(CC1=CC=CC=C1)C/1=CC(O\C1=C/[Si](C(C)C)(C(C)C)C(C)C)=O (Z)-4-phenethyl-5-((triisopropylsilyl)methylene)furan-2(5H)-one